N-(4-{1-[(2,5-dimethoxyphenyl)carbonyl]piperidin-4-yl}butyl)imidazo[1,2-a]pyridine-6-carboxamide COC1=C(C=C(C=C1)OC)C(=O)N1CCC(CC1)CCCCNC(=O)C=1C=CC=2N(C1)C=CN2